[N+](=O)([O-])C1=CC=C(OC=2C=CC(NN2)=O)C=C1 6-(4-nitro-phenoxy)-2H-pyridazin-3-one